C(C1=CC=CC=C1)N1CCC(CC1)CCNC(OC1=CC=CC=C1)=O Phenyl N-[2-(1-benzylpiperidin-4-yl)ethyl]carbamate